N,N'-(diselanediylbis(4,1-phenylene))bis(1-([2,2'-bipyridin]-5-yl)methanimine) [Se]([Se]C1=CC=C(C=C1)N=CC=1C=CC(=NC1)C1=NC=CC=C1)C1=CC=C(C=C1)N=CC=1C=CC(=NC1)C1=NC=CC=C1